[N+](=O)([O-])C1=CC=C(C=C1)B(O)O L-4-nitrobenzeneboronic acid